C(C)N(CCNC(=O)C1=C(NC(=C1C)\C=C\1/C(NC2=CC=C(C=C12)F)=O)C)CC (Z)-N-[2-(Diethylamino)ethyl]-5-(5-fluoro-2-oxo-2,3-dihydro-1H-indol-3-ylidenemethyl)-2,4-dimethyl-1H-pyrrole-3-carboxamide